C1CCCC(CCC1)N2CCCCCNC2=O DIAZABICYCLOOCTANONE